(R)-benzyl 3-(((S)-3-(3-(cyclopropylsulfonyl)phenoxy)-2-hydroxypropyl)amino)-1-oxa-8-azaspiro[4.5]decane-8-carboxylate C1(CC1)S(=O)(=O)C=1C=C(OC[C@H](CN[C@H]2COC3(C2)CCN(CC3)C(=O)OCC3=CC=CC=C3)O)C=CC1